trans-4-((4-(2-Cyclopropyloxazol-4-yl)pyridine-2-yl)((trans-4-(5-methoxy-6-methylpyridin-2-yl)cyclohexyl)methyl)carbamoyl)cyclohexyl (2-methoxyethyl)carbamate COCCNC(O[C@@H]1CC[C@H](CC1)C(N(C[C@@H]1CC[C@H](CC1)C1=NC(=C(C=C1)OC)C)C1=NC=CC(=C1)C=1N=C(OC1)C1CC1)=O)=O